(R)-N-(1-(2-(cyclopropanesulfonamido)pyrimidin-4-yl)propyl)-4-(6-ethoxypyrazin-2-yl)-2-fluorobenzamide C1(CC1)S(=O)(=O)NC1=NC=CC(=N1)[C@@H](CC)NC(C1=C(C=C(C=C1)C1=NC(=CN=C1)OCC)F)=O